C(CCCCC)C(CC(=O)OCCCCCC(CCCCCOC(CN(C)C(CC(CCCCCCCC)CCCCCC)=O)=O)NCCCCO[Si](C1=CC=CC=C1)(C1=CC=CC=C1)C(C)(C)C)CCCCCCCC 6-((4-((tert-Butyldiphenylsilyl)oxy)butyl)amino)-11-((N-(3-hexylundecanoyl)-N-methylglycyl)oxy)undecyl 3-hexylundecanoate